1-(4-(2,3-dimethylphenyl)piperazin-1-yl)-2-(3-((3S,4S)-3-fluoro-4-hydroxypiperidine-1-carbonyl)-4,5,6,7-tetrahydro-1H-indazol-1-yl)ethanone CC1=C(C=CC=C1C)N1CCN(CC1)C(CN1N=C(C=2CCCCC12)C(=O)N1C[C@@H]([C@H](CC1)O)F)=O